ClC1=NC(=CC(=C1)CC#N)N1[C@@H](COCC1)C 2-{2-chloro-6-[(3R)-3-methylmorpholin-4-yl]pyridin-4-yl}acetonitrile